(1R,5S)-8-(7-(3-hydroxynaphthalen-1-yl)-2-(((S)-1-methylpyrrolidin-2-yl)methoxy)quinazolin-4-yl)-N-(pyridin-2-ylmethyl)-3,8-diazabicyclo[3.2.1]octane-3-carboxamide OC=1C=C(C2=CC=CC=C2C1)C1=CC=C2C(=NC(=NC2=C1)OC[C@H]1N(CCC1)C)N1[C@H]2CN(C[C@@H]1CC2)C(=O)NCC2=NC=CC=C2